[Si](C1=CC=CC=C1)(C1=CC=CC=C1)(C(C)(C)C)OCC(CNC=1C=2C(=CNC2C(=C(C1)Cl)Cl)C=1C=NNC1)F N-[3-[tert-Butyl(diphenyl)silyl]oxy-2-fluoro-propyl]-6,7-dichloro-3-(1H-pyrazol-4-yl)-1H-indol-4-amine